ClC=1C=C(C=CC1)C1(CC1)C(=O)N1[C@@H]([C@H]2C([C@H]2C1)(C)C)C(=O)N[C@H](C(=O)OC)C[C@H]1C(NCC1)=O (S)-methyl 2-((1R,2S,5S)-3-(1-(3-chlorophenyl)cyclopropanecarbonyl)-6,6-dimethyl-3-azabicyclo[3.1.0]hexane-2-carboxamido)-3-((S)-2-oxopyrrolidin-3-yl)propanoate